FC=1C(=CC=C2C(=NC(=NC12)OCC12CCCN2CCC1)N1C[C@@H](N(CC1)C(C(=C)F)=O)CC#N)C1=CN=CC=2CCCCC12 (S)-2-(4-(8-fluoro-2-((tetrahydro-1H-pyrrolizin-7a(5H)-yl)methoxy)-7-(5,6,7,8-tetrahydroisoquinolin-4-yl)quinazolin-4-yl)-1-(2-fluoroacryloyl)piperazin-2-yl)acetonitrile